CO[Si](C1=CC=C(C=C1)C1=CC=C(C=C1)C=C)(C=1C2=CC=CC=C2C=2C=CC=CC2C1)OC dimethoxy(9-phenanthryl)(4'-vinyl-[1,1'-biphenyl]-4-yl)silane